5-[4-[(R)-amino(4,5-dichloro-2-hydroxyphenyl)methyl]piperidine-1-carbonyl]-3-chloro-1H-pyridin-2-one N[C@H](C1CCN(CC1)C(=O)C=1C=C(C(NC1)=O)Cl)C1=C(C=C(C(=C1)Cl)Cl)O